pivaloyl-indenedione C(C(C)(C)C)(=O)C1C(C(C2=CC=CC=C12)=O)=O